ethyl (4S,5R)-4-methoxy-5-methyl-5-(trifluoromethyl)-4,5-dihydrofuran-2-carboxylate CO[C@H]1C=C(O[C@]1(C(F)(F)F)C)C(=O)OCC